(S)-1-(4-((4-((2-fluoro-4-((2-(3-hydroxypyrrolidin-1-yl)pyridin-4-yl)oxy)phenyl)amino)-7-methoxyquinazolin-6-yl)amino)piperidin-1-yl)prop-2-en-1-one FC1=C(C=CC(=C1)OC1=CC(=NC=C1)N1C[C@H](CC1)O)NC1=NC=NC2=CC(=C(C=C12)NC1CCN(CC1)C(C=C)=O)OC